C(#N)C=1N=C(C2=CC=CC=C2C1)O[C@@H]1CN(CC1)C(=O)OC(C)(C)C (S)-tert-Butyl 3-((3-cyanoisoquinolin-1-yl)oxy)pyrrolidine-1-carboxylate